4-((4-(3-((tert-butoxycarbonyl)amino)phenoxy)-3-chlorophenyl)amino)-7-fluoro-1H-indole-2-carboxylic acid ethyl ester C(C)OC(=O)C=1NC2=C(C=CC(=C2C1)NC1=CC(=C(C=C1)OC1=CC(=CC=C1)NC(=O)OC(C)(C)C)Cl)F